COC(=O)C1=CC(=NN1C)C(=O)O 5-(methoxycarbonyl)-1-methylpyrazole-3-carboxylic acid